C(C)(C)(C)N(C(O)=O)CC=1OC2=C(C1)C=C(C=C2OC)B2OC(C(O2)(C)C)(C)C.ClC2=C(C=1C(=NC=C(C1)C=1C=C(C=CC1)N1C(CNCC1)=O)N2)CC 1-(3-(2-chloro-3-ethyl-1H-pyrrolo[2,3-b]pyridin-5-yl)phenyl)piperazin-2-one tert-butyl-(7-methoxy-5-(4,4,5,5-tetramethyl-1,3,2-dioxaborolan-2-yl)benzofuran-2-yl)methylcarbamate